5-fluorobenzo[d]thiazol-6-amide FC=1C(=CC2=C(N=CS2)C1)C(=O)N